3-(3-isopropyl-5-methylphenyl)-N-methylcyclobutan-1-amine C(C)(C)C=1C=C(C=C(C1)C)C1CC(C1)NC